(S)-1-(3-(4-Acetylpiperazin-1-yl)propyl)-N-(3-chloro-2,4-difluorophenyl)-N-methyl-3-(6-methyl-4-(trifluoromethyl)pyridin-2-yl)-2-oxoimidazolidine-4-carboxamide C(C)(=O)N1CCN(CC1)CCCN1C(N([C@@H](C1)C(=O)N(C)C1=C(C(=C(C=C1)F)Cl)F)C1=NC(=CC(=C1)C(F)(F)F)C)=O